4-(2,5,8,11,14-pentaoxahexadecan-16-yloxy)phenethylcarbamic acid tert-butyl ester C(C)(C)(C)OC(NCCC1=CC=C(C=C1)OCCOCCOCCOCCOCCOC)=O